OC1=C(C(=CC(=C1)C(F)(F)F)C)C=1C=CC=2C(N1)=NN(C2)CC2CCC(N2)=O (51S)-5-[[6-[2-hydroxy-6-methyl-4-(trifluoromethyl)phenyl]pyrazolo[3,4-b]pyridin-2-yl]methyl]pyrrolidin-2-one